(1R,2R,5S)-ethyl 8-((R)-2-(dimethylamino)-3-phenylpropanoyl)-3-(diphenylcarbamoyl)-3,8-diazabicyclo[3.2.1]octane-2-carboxylate CN([C@@H](C(=O)N1[C@H]2[C@@H](N(C[C@@H]1CC2)C(N(C2=CC=CC=C2)C2=CC=CC=C2)=O)C(=O)OCC)CC2=CC=CC=C2)C